4-piperidin-3-yl-phenylpropionamide hydrochloride Cl.N1CC(CCC1)C1=CC=C(C=C1)C(C(=O)N)C